C(C)(C)(C)OC(=O)N1[C@@H](C[C@H](CC1)NC1C(OC1)C)C1=CC=CC=C1 (2S,4S)-4-((methyloxetan-3-yl)amino)-2-phenylpiperidine-1-carboxylic acid tert-butyl ester